N1=CC=C(C=C1)C=O pyridine-4-carbaldehyde